(4-(2-(benzyloxy)-5-chlorophenyl)-3-methyl-1-(tetrahydro-2H-pyran-2-yl)-1H-pyrazol-5-yl)methanol C(C1=CC=CC=C1)OC1=C(C=C(C=C1)Cl)C=1C(=NN(C1CO)C1OCCCC1)C